C(CCCCCCCCCCCCCCCCC)NC n-Octadecylmethylamine